C(C=C)(=O)OC(C(C1=CC=CC=C1)=O)C1=CC=CC=C1 acrylic acid, 2-oxo-1,2-diphenylethyl ester